NC1CCC(CC1)COC1=NC(=NC=C1)NC1=CC=C(C=C1)N1CCOCC1 4-(((1S,4S)-4-aminocyclohexyl)methoxy)-N-(4-morpholinophenyl)pyrimidin-2-amine